C(\C=C\C)(=O)NC=1C=C2C(C(N(C2=CC1)CC1=CC=C(C(=O)NC(C)C)C=C1)=O)=O (E)-4-((5-(but-2-eneamido)-2,3-diketoindol-1-yl)methyl)-N-isopropylbenzamide